Ethyl 2-(3-(3-(1H-pyrazol-1-yl)benzamido)propanamido)-4-methylthiazole-5-carboxylate N1(N=CC=C1)C=1C=C(C(=O)NCCC(=O)NC=2SC(=C(N2)C)C(=O)OCC)C=CC1